C(C)[NH-] N-ethylAmide